8-(6-(2-(4-fluorophenylsulphonamido)ethoxy)-4-methylbenzo[d]thiazol-2-yl)-3-(methoxymethyl)-N,N-dimethylquinoxaline-6-carboxamide FC1=CC=C(C=C1)S(=O)(=O)NCCOC1=CC2=C(N=C(S2)C=2C=C(C=C3N=C(C=NC23)COC)C(=O)N(C)C)C(=C1)C